COC=1C(=CC=2N=CN=C(C2N1)OC1=C(C(=C(C=C1)NC(=O)C1(CC1)C(=O)NC1=CC=C(C=C1)F)F)F)OC 1-N'-[4-(6,7-dimethoxypyrido[3,2-d]pyrimidin-4-yl)oxy-2,3-difluorophenyl]-1-N-(4-fluorophenyl)cyclopropane-1,1-dicarboxamide